1-(4-(3,4-dichlorophenyl)-5-(isopropylthio)thiazol-2-yl)-3-methyl-4-(pyrazolo[1,5-a]pyridin-3-yl)-1H-pyrazole-5-carboxylic acid ClC=1C=C(C=CC1Cl)C=1N=C(SC1SC(C)C)N1N=C(C(=C1C(=O)O)C=1C=NN2C1C=CC=C2)C